1-(2-bromopyridin-4-yl)-1H-benzo[d]imidazol-2(3H)-one BrC1=NC=CC(=C1)N1C(NC2=C1C=CC=C2)=O